C1CCC(C1)C(=O)N 4-cyclopentanecarboxamide